NC1CCN(CC1)C(C)=O 1-(4-amino-1-piperidyl)-ethanone